C(C)(C)(C)OC(NCCCCCN(C)CCN)=O (5-((2-aminoethyl)(methyl)amino)pentyl)carbamic acid tert-butyl ester